pyrrolo[3',2':3,4]azepino[1,2-a]indole-11-carboxylate C=1C=NC=2C1C=1N(C=3C=CC=C(C3C1)C(=O)[O-])C=CC2